CC(CNC1=C(C(=CC=C1)C)[N+](=O)[O-])N 1-methyl-N2-(3-methyl-2-nitrophenyl)ethane-1,2-diamine